2-azidoacetyl-β-alanine N(=[N+]=[N-])CC(=O)NCCC(=O)O